(R)-2-methyl-N4-(1-methyl-3-(5-(trifluoromethyl)pyridin-3-yl)-1H-pyrazol-5-yl)-N1-((S)-11-oxo-2,3,10,11-tetrahydro-1H,5H-benzo[d]pyrazolo[1,2-a][1,2]diazepin-10-yl)succinamide C[C@@H](C(=O)N[C@H]1C2=C(CN3N(C1=O)CCC3)C=CC=C2)CC(=O)NC2=CC(=NN2C)C=2C=NC=C(C2)C(F)(F)F